1-(1-(2,4-bis(trifluoromethyl)phenyl)ethyl)-3-methyl-1H-pyrazol-4-amine FC(C1=C(C=CC(=C1)C(F)(F)F)C(C)N1N=C(C(=C1)N)C)(F)F